C1(CCC1)N1C(C(N(CC1)[C@H](C)C=1SC(=NN1)C1=CC=CC=C1)=O)=O (R)-1-cyclobutyl-4-(1-(5-phenyl-1,3,4-thiadiazol-2-yl)ethyl)piperazine-2,3-dione